C(C)N1C(NC2=C(C(=CC=3C2=C1N=CN3)CN3CCN(CC3)C=3C=CC(=NC3C)C(=O)N[C@H]3COCC3)F)=O (R)-5-(4-((3-ethyl-9-fluoro-2-oxo-2,3-dihydro-1H-pyrimido[4,5,6-de]quinazolin-8-yl)methyl)piperazin-1-yl)-6-methyl-N-(tetrahydrofuran-3-yl)picolinamide